(S)-N-(1-(4-(N-cyclohexylsulfamoyl)phenylamino)-1-oxo-3-phenylprop-2-yl)-4-fluorobenzamide C1(CCCCC1)NS(=O)(=O)C1=CC=C(C=C1)NC([C@H](CC1=CC=CC=C1)NC(C1=CC=C(C=C1)F)=O)=O